N-(2-(4-(3-(4-chlorophenyl)prop-2-ynyloxy)-3-methoxyphenyl)ethyl)-2-methanesulfonyl-amino-3-methylbutyramide ClC1=CC=C(C=C1)C#CCOC1=C(C=C(C=C1)CCNC(C(C(C)C)(S(=O)(=O)C)N)=O)OC